ClC1=C(C=CC=C1NC(=O)C=1C(N(C(N(C1)C)=O)C)=O)C1=C(C(=CC=C1)C1=NC(=C(N=C1)CN1CC2(C1)NC(CC2)=O)OC)Cl N-(2,2'-dichloro-3'-(6-methoxy-5-((6-oxo-2,5-diazaspiro[3.4]octan-2-yl)methyl)pyrazin-2-yl)-[1,1'-biphenyl]-3-yl)-1,3-dimethyl-2,4-dioxo-1,2,3,4-tetrahydropyrimidine-5-carboxamide